C(C=C)SCCC1=C(C=CC=C1)[N+](=O)[O-] 2-allylthio-1-(2-nitrophenyl)ethane